C(C1=CC=CC=C1)OC1(C2=NN=C(C3=C(C=C(C(NC(CCC=CCC1)=O)=N3)C(F)(F)F)[N+](=O)[O-])O2)C(F)(F)F 6-Benzyloxy-18-nitro-6,16-bis(trifluoromethyl)-20-oxa-3,4,14,19-tetrazatricyclo[13.3.1.12,5]icosa-1(18),2,4,9,15(19),16-hexaen-13-one